C1(CC1)C1=C2C=CNC2=CC(=C1OC=1C=CC(=C(C1)C=1NC=C(N1)C(C)(O)C=1C=C(C=CC1)CCC(=O)O)F)F 3-(3-(1-(2-(5-((4-cyclopropyl-6-fluoro-1H-indol-5-yl)oxy)-2-fluorophenyl)-1H-imidazol-4-yl)-1-hydroxyethyl)phenyl)propanoic acid